1,2-dihydro-1-hydroxy-2-oxo-4-pyridinone ON1C(CC(C=C1)=O)=O